FC(C1CN(C1)C1=CC=C(C=N1)C1CN(C1)C(=O)O)(F)F 3-[6-[3-(trifluoromethyl)azetidin-1-yl]-3-pyridyl]Azetidine-1-carboxylic acid